ClC1=CN=C2C(=N1)N(N=C2)CC(F)F 6-chloro-1-(2,2-difluoroethyl)pyrazolo[3,4-b]pyrazine